N-[2-[4-[1-(2,6-dioxo-3-piperidyl)-3-methyl-2-oxo-benzimidazol-5-yl]-1-piperidyl]ethyl]-5-fluoro-7-hydroxy-6-(1,1,4-trioxo-1,2,5-thiadiazolidin-2-yl)naphthalene-2-carboxamide O=C1NC(CCC1N1C(N(C2=C1C=CC(=C2)C2CCN(CC2)CCNC(=O)C2=CC1=CC(=C(C(=C1C=C2)F)N2S(NC(C2)=O)(=O)=O)O)C)=O)=O